(1S,5R)-2-(Hydroxymethyl)-3,8-diazabicyclo[3.2.1]octane-8-carboxylate OCC1[C@@H]2CC[C@H](CN1)N2C(=O)[O-]